tert-butyl (3R)-3-((5-hydroxyhept-6-en-1-yl)oxy)pyrrolidine-1-carboxylate OC(CCCCO[C@H]1CN(CC1)C(=O)OC(C)(C)C)C=C